C(C)(C)(C)OC(=O)N(C1=NC=CC(=N1)C1=CN(C2=CC=CC=C12)C(=O)OC(C)(C)C)C1=C(C=C(C(=C1)[N+](=O)[O-])N(C)CCN(C)C(=O)OC(C)(C)C)OC Tert-butyl 3-(2-((tert-butoxycarbonyl) (4-((2-((tert-butoxycarbonyl) (methyl) amino) ethyl) (methyl) amino)-2-methoxy-5-nitrophenyl) amino) pyrimidin-4-yl)-1H-indole-1-carboxylate